5-Isopropoxy-N,N-dimethyl-2-(5-((3-methylpyridin-2-yl)amino)-1,2,4-thiadiazol-3-yl)isonicotinamide C(C)(C)OC1=CN=C(C=C1C(=O)N(C)C)C1=NSC(=N1)NC1=NC=CC=C1C